BrC=1C=C(C=CC1F)NC(=NO)C1=NON=C1S[C@H]1CN(CCC1)S(=O)(=O)N (R)-N-(3-bromo-4-fluorophenyl)-N'-hydroxy-4-((1-aminosulfonylpiperidin-3-yl)thio)-1,2,5-oxadiazole-3-carboxamidine